2-((4-(2-(2-fluorophenyl)-2,3-dihydrobenzo[b][1,4]dioxin-5-yl)piperidin-1-yl)methyl)-3-(((S)-oxetan-2-yl)methyl)-3H-imidazo[4,5-b]pyridine-5-carboxylic acid FC1=C(C=CC=C1)C1COC2=C(O1)C=CC=C2C2CCN(CC2)CC2=NC=1C(=NC(=CC1)C(=O)O)N2C[C@H]2OCC2